methyl (3S)-3-(3',5'-dimethyl-[3,4'-bipyridin]-5-yl)-3-(4-methyl-2-(4-methyl-2-oxopyridin-1(2H)-yl)pentanamido)propanoate CC=1C=NC=C(C1C=1C=NC=C(C1)[C@H](CC(=O)OC)NC(C(CC(C)C)N1C(C=C(C=C1)C)=O)=O)C